C=1N=CN2C1C(=CC=C2)C(=O)N2C[C@H]([C@@H](CC2)C2=CC=CC=C2)NC([C@H](C(C)C)NC(OC(C)(C)C)=O)=O tert-butyl ((S)-1-(((3S,4S)-1-(imidazo[1,5-a]pyridine-8-carbonyl)-4-phenylpiperidin-3-yl)amino)-3-methyl-1-oxobutan-2-yl)carbamate